methyl-tetraAzole CC1=NN=NN1